1-methyl-3-phenylimidazolium tetracyanoborate C(#N)[B-](C#N)(C#N)C#N.CN1C=[N+](C=C1)C1=CC=CC=C1